OC1=C(C=O)C=CC(=C1O)C=O 2,3-dihydroxyl-terephthalaldehyde